C(C)(C)(C)OC(=O)N1C(=NC2=C1C=CC=C2CC2CC2)CN2C(C(=CC=C2)NC([C@H](CC\C=C\C(=O)N)NC(=O)OC)=O)=O tert-Butyl-(S,E)-2-((3-(7-amino-2-((methoxycarbonyl)-amino)-7-oxohept-5-enamido)-2-oxopyridin-1(2H)-yl)methyl)-4-(cyclopropylmethyl)-1H-benzo[d]imidazol-1-carboxylat